(2-Methoxy-5-methylphenyl)(4-nitrophenyl)methanone COC1=C(C=C(C=C1)C)C(=O)C1=CC=C(C=C1)[N+](=O)[O-]